C(CCC)N1C(N(CC2=C1N=C(N=C2)NC=2C=CC(=C(COC(C=C)=O)C2)N2CCN(CC2)C)C2=C(C=CC=C2C)C)=O Acrylic acid 5-[8-butyl-6-(2,6-dimethyl-phenyl)-7-oxo-5,6,7,8-tetrahydro-pyrimido[4,5-d]pyrimidin-2-ylamino]-2-(4-methyl-piperazin-1-yl)-benzyl ester